6-((2,6-dichloro-7-fluoro-1-(1-propyl-1H-pyrazol-4-yl)-1H-indol-3-yl)thio)picolinic acid ClC=1N(C2=C(C(=CC=C2C1SC1=CC=CC(=N1)C(=O)O)Cl)F)C=1C=NN(C1)CCC